ClC1=C(C=CC=C1)[C@@H](C)OC(=O)NC=1N(N=CC1)C=1C=NC(=CC1)Cl 3-[(R)-1-(o-chlorophenyl)ethoxycarbonylamino]-2-(6-chloro-3-pyridinyl)-2H-pyrazole